(S)-(-)-ethyl mandelate C([C@@H](O)C1=CC=CC=C1)(=O)OCC